2-(2-(benzyloxy)ethyl)oxetane C(C1=CC=CC=C1)OCCC1OCC1